4-(3-bromo-5-fluoro-4-methoxyphenyl)-1-methylpiperidine BrC=1C=C(C=C(C1OC)F)C1CCN(CC1)C